6-[6-(3-cyanophenyl)-7-[4-fluoro-2-(2-methoxyethoxy)phenyl]thieno[3,2-c]pyridin-4-yl]-3,4-dihydro-1H-isoquinoline-2-carboxylic acid tert-butyl ester C(C)(C)(C)OC(=O)N1CC2=CC=C(C=C2CC1)C1=NC(=C(C2=C1C=CS2)C2=C(C=C(C=C2)F)OCCOC)C2=CC(=CC=C2)C#N